O1CCN(CC1)CC1=CC=C(C=C1)C(C(=O)NCC=1SC=C2C1CN(C2=O)C2C(NC(CC2)=O)=O)=O 2-(4-(morpholinomethyl)phenyl)-N-((5-(2,6-dioxopiperidin-3-yl)-4-oxo-5,6-dihydro-4H-thieno[3,4-c]pyrrol-1-yl)methyl)-2-oxoacetamide